4-methyl-2-((trimethylsilyl)ethynyl)thiazole CC=1N=C(SC1)C#C[Si](C)(C)C